bis-toluene chromium (0) [Cr].CC1=CC=CC=C1.CC1=CC=CC=C1